FC1=CC=C(OC(C(=O)N2CC=3CN(CC3C2)S(=O)(=O)C=2N(C=CN2)C)C)C=C1 2-(4-Fluorophenoxy)-1-{5-[(1-methyl-1H-imidazol-2-yl)sulfonyl]-1H,2H,3H,4H,5H,6H-pyrrolo[3,4-c]pyrrol-2-yl}propan-1-one